C(#C)C1=CC=C(CNC(=O)N2C=NC3=C2C=CC=C3N3CCN(CC3)C)C=C1 N-(4-Ethynylbenzyl)-4-(4-methylpiperazin-1-yl)-1H-benzo[d]imidazole-1-carboxamide